1-[(2-propenylsulfanyl)formyl]-4-(2-methylphenyl)-5-amino-1H-pyrazol-3-one C(C=C)SC(=O)N1NC(C(=C1N)C1=C(C=CC=C1)C)=O